[2-amino-4-(trifluoromethoxy)phenyl]-[4-[2-[1-(2,2-difluoroethyl)-4-piperidyl]-3H-imidazo[4,5-b]pyridin-7-yl]-1-piperidyl]methanone NC1=C(C=CC(=C1)OC(F)(F)F)C(=O)N1CCC(CC1)C1=C2C(=NC=C1)NC(=N2)C2CCN(CC2)CC(F)F